2-(bromomethyl)benzene-1,4-dicarboxylic acid dimethyl ester COC(=O)C1=C(C=C(C=C1)C(=O)OC)CBr